OC(CC(=O)OC(C)(C)C)CC(C)O tert-butyl 3,5-dihydroxyhexanoate